(2S,3R)-1-{5-fluoro-4-[1-(1-methyl-3-azetidinyl)-4-pyrazolyl]-6-(trifluoromethyl)-2-pyrimidinyl}-2-methyl-3-azetidinol FC=1C(=NC(=NC1C(F)(F)F)N1[C@H]([C@@H](C1)O)C)C=1C=NN(C1)C1CN(C1)C